8-ISOCYANOQUINOLINE [N+](#[C-])C=1C=CC=C2C=CC=NC12